salicylic acid 4-isopropylbenzyl ester C(C)(C)C1=CC=C(COC(C=2C(O)=CC=CC2)=O)C=C1